ClC=1C=CC=2N(N1)C=C(N2)C(=O)N[C@@H]([C@H](C2=CC=CC=C2)O)C2=CC=CC=C2 6-chloro-N-((1R,2S)-2-hydroxy-1,2-diphenylethyl)imidazo[1,2-B]pyridazine-2-carboxamide